tert-butyl (6-((tert-butyldimethylsilyl)oxy)hexyl)carbamate [Si](C)(C)(C(C)(C)C)OCCCCCCNC(OC(C)(C)C)=O